(2R)-2-(6-{5-chloro-2-[(oxan-4-yl)amino]pyrimidin-4-yl}-1-oxo-2,3-dihydro-1H-isoindol-2-yl)-N-[(1R)-1-[3-fluoro-5-(4-methylpiperazin-1-yl)phenyl]ethyl]propanamide ClC=1C(=NC(=NC1)NC1CCOCC1)C1=CC=C2CN(C(C2=C1)=O)[C@@H](C(=O)N[C@H](C)C1=CC(=CC(=C1)N1CCN(CC1)C)F)C